BrCC1=CC=C(C=C1)C=1C(=CC=CC1)C#N 4'-bromomethyl-2-biphenylcarbonitrile